Cl.Cl.CN1C[C@@H](CCC1)N (R)-1-methylpiperidine-3-amine dihydrochloride